2-neopentylindenyllithium C(C(C)(C)C)C=1C(C2=CC=CC=C2C1)[Li]